7-propyl-2H-1,5-benzodioxepin-3(4H)-one C(CC)C1=CC2=C(OCC(CO2)=O)C=C1